3,5-dichloro-4-hydroxy-N-(3-(oxazol-4-ylmethyl)-4-oxo-3,4-dihydroquinazolin-5-yl)benzamide ClC=1C=C(C(=O)NC2=C3C(N(C=NC3=CC=C2)CC=2N=COC2)=O)C=C(C1O)Cl